C[C@@H]1N(CC1)C1=NC(=CC(=N1)N1C[C@@H]2C([C@@H]2C1)CC(=O)O)C(F)(F)F [(1R,5S,6R)-3-(2-[(2S)-2-methylazetidin-1-yl]-6-(trifluoromethyl)pyrimidin-4-yl)-3-azabicyclo[3.1.0]hex-6-yl]acetic acid